CC=1NC2=CC=CC=C2C1 2-methyl-1H-indole